N-(2-(3,3-difluorocyclobutyl)-1H-pyrrolo[3,2-c]pyridin-6-yl)cyclopropanecarboxamide FC1(CC(C1)C1=CC=2C=NC(=CC2N1)NC(=O)C1CC1)F